C1(=CC=CC=2OC3=C(C21)C=CC=C3)C3=C(C=CC=C3)NC3=C(C(=CC=2C1=CC=CC=C1CC32)C)C (dibenzofuranylphenyl)(dimethylfluorenyl)amine